1-amino-5-isopropyl-N-(pyridin-2-yl)-5,6,7,8-tetrahydropyrimido[5'',4'':4',5']pyrrolo[3',2':3,4]azepino[1,2-a]indole-11-carboxamide NC1=NC=NC2=C1C1=C(CCCN3C1=CC=1C=CC(=CC31)C(=O)NC3=NC=CC=C3)N2C(C)C